2-[2-hydroxy-4-(3-hydroxypropyl)phenyl]-4,6-bis(2,4-dimethylphenyl)-s-triazine OC1=C(C=CC(=C1)CCCO)C1=NC(=NC(=N1)C1=C(C=C(C=C1)C)C)C1=C(C=C(C=C1)C)C